2-chloro-5-methyl-8-(tetrahydro-2H-pyran-4-yl)-7,8-dihydropteridin-6(5H)-one ClC1=NC=2N(CC(N(C2C=N1)C)=O)C1CCOCC1